C(C)(C)(C)N(C(O)=O)CC1=NC=C(C=C1)Br t-butyl-((5-bromopyridin-2-yl)methyl)carbamic acid